FC(CN1C[C@@H](N(CC1)CC1=C2C=CNC2=C(C=C1OC)C)C1=CC(=C(C(=O)O)C=C1)N1C(CCCC1)=O)F (s)-4-(4-(2,2-Difluoroethyl)-1-((5-methoxy-7-methyl-1H-indol-4-yl)methyl)piperazin-2-yl)-2-(2-oxopiperidin-1-yl)benzoic acid